3-[methyl-[4-(o-tolyl)-2-oxo-pyrano[2,3-b]pyridin-7-yl]amino]propenamide CN(C=CC(=O)N)C1=CC=C2C(=N1)OC(C=C2C2=C(C=CC=C2)C)=O